O[C@@H]1CN(CC[C@@]12NCC1=CC=CC=C1C2)C(=O)C2=CC1=C(C(OC(N1)=O)C)C=C2 7-{[(3R,3'R)-3'-hydroxy-1,4-dihydro-1'H,2H-spiro[isoquinoline-3,4'-piperidin]-1'-yl]carbonyl}-4-methyl-1,4-dihydro-2H-3,1-benzoxazin-2-one